ClC1=NC(=CC=C1C(=O)O)N1N=C(C=C1)OCC(C1C2(C13CC3)CC2)([2H])[2H] 2-Chloro-6-[3-(2,2-dideuterio-2-dispiro[2.0.2.1]heptan-7-yl-ethoxy)pyrazol-1-yl]pyridine-3-carboxylic acid